OCCNC(OC1CCC(CC1)C(N(CC12CCC(CC1)(CC2)C2=CC(=C(C=C2)OC)C)C2=NC=CC(=C2)C=2N=C(OC2)C(C)C)=O)=O 4-((4-(2-isopropyloxazol-4-yl)pyridin-2-yl)((4-(4-methoxy-3-methylphenyl)bicyclo[2.2.2]octan-1-yl)methyl)carbamoyl)cyclohexyl (2-hydroxyethyl)trans-carbamate